4-vinyl-1,2,3-thiadiazole C(=C)C=1N=NSC1